ClC=1C=C(C=NC1C=1N=NNN1)NC(=O)C=1C=NN(C1C(F)(F)F)C1=C2C=CC=NC2=CC=C1 N-(5-chloro-6-(2H-tetrazol-5-yl)pyridin-3-yl)-1-(quinolin-5-yl)-5-(trifluoromethyl)-1H-pyrazole-4-carboxamide